di-tert-butyl 1-(8-acetamido-6-fluoro-2,5-dimethyl-1-oxo-1,2,3,4-tetrahydronaphthalen-2-yl)hydrazine-1,2-dicarboxylate C(C)(=O)NC=1C=C(C(=C2CCC(C(C12)=O)(C)N(NC(=O)OC(C)(C)C)C(=O)OC(C)(C)C)C)F